(2Z,2'Z)-3,3'-(2,5-bis(diphenylamino)-1,4-phenylene)bis(2-(4-(dibutylamino)phenyl)acrylonitrile) C1(=CC=CC=C1)N(C1=C(C=C(C(=C1)\C=C(/C#N)\C1=CC=C(C=C1)N(CCCC)CCCC)N(C1=CC=CC=C1)C1=CC=CC=C1)\C=C(/C#N)\C1=CC=C(C=C1)N(CCCC)CCCC)C1=CC=CC=C1